6-amino-hexanamide NCCCCCC(=O)N